piperidine-1,3,4-tricarboxylate N1(CC(C(CC1)C(=O)[O-])C(=O)[O-])C(=O)[O-]